FC1=C(C(=C(C=C1)[C@H]1[C@H](O[C@@](C1)(C(F)(F)F)C)C(=O)NC1=CC(=NC=C1)C(=O)N)OC)C (2S,3S,5S)-4-[[3-(4-fluoro-2-methoxy-3-methyl-phenyl)-5-methyl-5-(trifluoromethyl)tetrahydrofuran-2-carbonyl]amino]pyridine-2-carboxamide